FC(OC=1C=NN(C1)C1(CN(C1)C=1C=2N(C=CC1)N=C(N2)NC=2C=NN(C2)C)CC#N)F 2-[3-[4-(difluoromethoxy)pyrazol-1-yl]-1-[2-[(1-methylpyrazol-4-yl)amino]-[1,2,4]triazolo[1,5-a]pyridin-8-yl]azetidin-3-yl]acetonitrile